ClC1=C(C=C(C(=C1O)Cl)Cl)C1=C(C=CC(=C1)Cl)Cl 2,2',4,5,5'-pentachloro-3-biphenylol